OB1OCC2=C1C(=CC(=C2)NC2=NC=C(C(=N2)N[C@@H]2COCC[C@H]2C#N)C)OC (trans)-3-[[2-[(1-hydroxy-7-methoxy-3H-2,1-benzoxaborol-5-yl)amino]-5-methyl-pyrimidin-4-yl]amino]tetrahydropyran-4-carbonitrile